N=1CCCCCCC1 2,3,4,5,6,7-hexahydroazocine